C(C=C)(=O)NC=1C(=NC(=C(C1)\C=C\[C@@H]1CC[C@H](CC1)C(F)(F)F)OC)C(=O)N 3-Acrylamido-6-methoxy-5-((E)-2-(trans-4-(trifluoromethyl)cyclohexyl)vinyl)picolinamide